trimethyl-(4-vinyl-phenyl)stannane C[Sn](C1=CC=C(C=C1)C=C)(C)C